N(C(=N)N)C(N(C)C)=N.OC1CN(C1)C1=CC(=C2C(C(=CN(C2=N1)C=1SC=CN1)C(=O)O)=O)C 7-(3-Hydroxyazetidin-1-yl)-5-methyl-4-oxo-1-(1,3-thiazol-2-yl)-1,4-dihydro-1,8-naphthyridine-3-carboxylic acid 1-carbamimidamido-N,N-dimethylmethanimidamide salt